F[C@@H]1[C@@H](C1)NC(=O)C1=CN=C2N1N=C(C=C2N(C)CC2=CC=C(C=C2)OC)NC2=C(C(=O)OC)C=CC=C2 Methyl 2-[(3-{[(1R,2S)-2-fluorocyclopropyl]carbamoyl}-8-{[(4-methoxyphenyl)methyl](methyl)amino}imidazo[1,2-b]pyridazin-6-yl)amino]benzoate